ClC1=NC(=CC(=C1)OCC)C1(COCC1)OC 2-chloro-4-ethoxy-6-(3-methoxytetrahydrofuran-3-yl)pyridine